(8aR)-N-[4-(3-cyanophenyl)-5-(2,6-dimethyl-4-pyridyl)thiazol-2-yl]-3,4,6,7,8,8a-hexahydro-1H-pyrrolo[1,2-a]pyrazine-2-carboxamide C(#N)C=1C=C(C=CC1)C=1N=C(SC1C1=CC(=NC(=C1)C)C)NC(=O)N1C[C@@H]2N(CC1)CCC2